2-(6-bromo-2-(3,6-dihydro-2H-pyran-4-yl)-5-ethyl-7-oxo-[1,2,4]triazolo[1,5-a]pyrimidin-4(7H)-yl)-N-(5-chloro-2-methyl-4-(trifluoromethyl)phenyl)acetamide BrC1=C(N(C=2N(C1=O)N=C(N2)C=2CCOCC2)CC(=O)NC2=C(C=C(C(=C2)Cl)C(F)(F)F)C)CC